1-[7-difluoromethyl-6-(1-methyl-1H-pyrazol-4-yl)-3,4-dihydro-2H-quinolin-1-yl]-[2,6]naphthyridine-3-carboxylic acid methylamide CNC(=O)C=1N=C(C2=CC=NC=C2C1)N1CCCC2=CC(=C(C=C12)C(F)F)C=1C=NN(C1)C